OC1=CC=C(C=C1)CC(CCCC)C1=CC=C(C=C1)O 1,2-bis(4-hydroxyphenyl)hexane